C(CCC)OC1=C(C=C(C=C1)C=1C=C2CCC(C(C2=CC1)NC(O[C@@H]1CN2CCC1CC2)=O)(C)C)Cl (S)-quinuclidin-3-yl (6-(4-butoxy-3-chlorophenyl)-2,2-dimethyl-1,2,3,4-tetrahydronaphthalen-1-yl)carbamate